NC1=C(C(=O)NC2CCC(CC2)O)C=C(C=N1)C1=CC=C(C=C1)[C@]12CN(C[C@@H]2C1)C(CF)CF 2-amino-5-(4-((1s,5r)-3-(1,3-difluoropropan-2-yl)-3-azabicyclo[3.1.0]hex-1-yl)phenyl)-N-((1r,4s)-4-hydroxycyclohexyl)nicotinamide